BrC1=CC=C(C=C1)N1N=C(C=C1O)C(=O)OCC ethyl 1-(4-bromophenyl)-5-hydroxy-1H-pyrazole-3-carboxylate